dichlorophenylsilane Cl[SiH](C1=CC=CC=C1)Cl